3-(3-(4-(Chloromethyl)phenyl)-5-(1,3-dimethyl-1H-pyrazol-4-yl)-3H-imidazo[4,5-b]pyridin-2-yl)pyridin-2-amine ClCC1=CC=C(C=C1)N1C(=NC=2C1=NC(=CC2)C=2C(=NN(C2)C)C)C=2C(=NC=CC2)N